N,N'-diphenyl-N,N'-di(2-naphthyl)-1,1'-biphenyl-4,4'-diamine C1(=CC=CC=C1)N(C1=CC=C(C=C1)C1=CC=C(C=C1)N(C1=CC2=CC=CC=C2C=C1)C1=CC=CC=C1)C1=CC2=CC=CC=C2C=C1